C(C)(C)(C)C1=NOC(=N1)C(=O)NCC1=C(C=C(C=C1)C1=NC=NN2C1=CC(=C2)N2C[C@H]1N(CC2)CC(C1)(F)F)C (S)-3-(tert-butyl)-N-(4-(6-(7,7-difluorohexahydropyrrolo[1,2-a]pyrazin-2(1H)-yl)pyrrolo[2,1-f][1,2,4]triazin-4-yl)-2-methylbenzyl)-1,2,4-oxadiazole-5-carboxamide